NC(CNC(=O)C1=NC(=CN=C1)C=1NC2=C(C=CC=C2C1)F)(C)C N-(2-amino-2-methylpropyl)-6-(7-fluoro-1H-indol-2-yl)pyrazine-2-carboxamide